(R)-N-((4-cyclopropylpyridin-2-yl)methyl)-5-(3-(6-(2-(pyridin-2-yl)acetamido)pyridazin-3-yl)pyrrolidin-1-yl)-1,3,4-thiadiazole-2-carboxamide C1(CC1)C1=CC(=NC=C1)CNC(=O)C=1SC(=NN1)N1C[C@@H](CC1)C=1N=NC(=CC1)NC(CC1=NC=CC=C1)=O